Ethyl 7-methyl-3-oxo-4-(trifluoromethyl)-3,5,6,7-tetrahydro-2H-cyclopenta[c]pyridazine-7-carboxylate CC1(CCC=2C1=NNC(C2C(F)(F)F)=O)C(=O)OCC